NC1=CC=C(C=C1)N1[C@H](CCC1)C=1N=C(SC1)NC(=O)C=1N(C=CC1)CC1=CC=NC=C1 N-[4-[(2R)-1-(4-aminophenyl)pyrrolidin-2-yl]-1,3-thiazol-2-yl]1-(pyridin-4-ylmethyl)pyrrole-2-carboxamide